S1C(=CC=C1)C1=NN2C(N=CN=C2N)=N1 2-(thiophen-2-yl)-[1,2,4]triazolo[1,5-a][1,3,5]triazine-7-amine